NC=1SC(=C(N1)C=1C=C(C#N)C=CC1)C1=CC(=NC(=C1)C)C(C)(C)OCC1=CC=C(C=C1)OC 3-[2-amino-5-[2-[1-[(4-methoxyphenyl)methoxy]-1-methyl-ethyl]-6-methyl-4-pyridinyl]thiazol-4-yl]benzonitrile